(R)-N-((S)-3-(6-chloro-1H-indazol-5-yl)-2-(dimethylamino)propyl)-3-(pyridin-3-yl)-3-(1-(trifluoromethyl)cyclopropyl)propanamide ClC1=C(C=C2C=NNC2=C1)C[C@@H](CNC(C[C@@H](C1(CC1)C(F)(F)F)C=1C=NC=CC1)=O)N(C)C